C(C)(C)(C)C1=CC=C(C(=O)NC(NC2=CC(=CC(=C2)Br)Br)=S)C=C1 4-(tert-butyl)-N-((3,5-dibromophenyl)thiocarbamoyl)benzamide